BrC1=C(N=C(S1)[C@@H](C)N(C(OCC1=CC=CC=C1)=O)CC)C1CC1 Benzyl (R)-(1-(5-bromo-4-cyclopropylthiazol-2-yl)ethyl)(ethyl)carbamate